C(C1=CC=CC=C1)OC1CC(C1)(O)C1=CC=C(C=C1)Br 3-(benzyloxy)-1-(4-bromophenyl)cyclobutan-1-ol